FC=1C=C(C=CC1)N1N=C(C2=CC(=CC=C12)CN1CCC(CC1)C1=NC2=C(N1C(C)C1=NC=CC=C1)C=CC=C2)C 1-(3-fluorophenyl)-3-methyl-5-((4-(1-(1-(pyridin-2-yl)ethyl)-1H-benzo[d]imidazol-2-yl)piperidin-1-yl)methyl)-1H-indazole